C(CCCCCCC)S(C1=NC=NC(=N1)NC1=CC(=C(C(=C1)C(C)(C)C)O)C(C)(C)C)CCCCCCCC 4-dioctylmercapto-6-(3,5-di-tert-butyl-4-hydroxyphenylamino)-1,3,5-triazine